CN1CCN(CC1)C=1C=CC(=C(C1)NC1=NC=C(C(=N1)C=1C=C2C(NCC2=CC1)=O)C#N)OC(F)(F)F 2-((5-(4-methylpiperazin-1-yl)-2-(trifluoromethoxy)phenyl)amino)-4-(3-oxoisoindolin-5-yl)pyrimidine-5-carbonitrile